(9H-fluoren-9-yl)methyl ((1S,2S)-2-(benzylamino)cyclopentyl)((2-(2,6-dioxopiperidin-3-yl)-1-oxoisoindolin-5-yl)methyl)carbamate C(C1=CC=CC=C1)N[C@@H]1[C@H](CCC1)N(C(OCC1C2=CC=CC=C2C=2C=CC=CC12)=O)CC=1C=C2CN(C(C2=CC1)=O)C1C(NC(CC1)=O)=O